C(#N)C(C1=CN(C2=CC(=CC=C12)OC)C(=O)OC(C)(C)C)N1CCOCC1 tert-butyl 3-(cyano (morpholino)methyl)-6-methoxy-1H-indole-1-carboxylate